C[Si](CCOCN1N=C(N=N1)C(C(=O)O)C)(C)C 2-(2-((2-(trimethylsilyl)ethoxy)methyl)-2H-tetrazol-5-yl)propionic acid